3-(5-((4-((4'-chloro-5,5-dimethyl-3,4,5,6-tetrahydro-[1,1'-biphenyl]-2-yl)methyl)-1,4-diazepan-1-yl)methyl)-1-oxoisoindolin-2-yl)piperidine-2,6-dione ClC1=CC=C(C=C1)C1=C(CCC(C1)(C)C)CN1CCN(CCC1)CC=1C=C2CN(C(C2=CC1)=O)C1C(NC(CC1)=O)=O